C1(CCCC1)NC1=C2C(=NC(=N1)OCCO)N(N=C2)[C@H]2[C@@H]([C@@H]([C@H](O2)COC(CO)(C)P(O)(O)=O)O)O (2-(((2R,3S,4R,5R)-5-(4-(cyclopentylamino)-6-(2-hydroxyethoxy)-1H-pyrazolo[3,4-d]pyrimidin-1-yl)-3,4-dihydroxytetrahydrofuran-2-yl)methoxy)-1-hydroxypropan-2-yl)phosphonic acid